(1S,3S,4S)-N-((R)-1-cyano-2-((R)-2-oxopiperidin-3-yl)ethyl)-2-((2,5-difluorophenyl)-D-alanyl)-5,5-difluoro-2-azabicyclo[2.2.2]octane-3-carboxamide C(#N)[C@@H](C[C@@H]1C(NCCC1)=O)NC(=O)[C@H]1N([C@@H]2CC([C@H]1CC2)(F)F)C([C@H](NC2=C(C=CC(=C2)F)F)C)=O